Cl.NC(CC1=C(C(=O)N)C=CC(=C1)C1=NC(=NC=C1C)NC=1C=NN(C1)C1CCNCC1)=O (2-amino-2-oxoethyl)-4-(5-methyl-2-((1-(piperidin-4-yl)-1H-pyrazol-4-yl)amino)pyrimidin-4-yl)benzamide hydrochloride